COC=1C=C(C=C(C1OC)OC)N1C=NC(=C1)NC1=NN2C(C(=N1)N1C[C@H](CC1)O)=CC=C2 (S)-1-(2-((1-(3,4,5-trimethoxyphenyl)-1H-imidazol-4-yl)amino)pyrrolo[2,1-f][1,2,4]triazin-4-yl)pyrrolidin-3-ol